3-(3-chloro-5-methylphenyl)-N-methylcyclobutan-1-amine, trifluoroacetate salt FC(C(=O)O)(F)F.ClC=1C=C(C=C(C1)C)C1CC(C1)NC